3-acetyl-1-(2-((2-((3-chloro-2-fluorobenzyl)amino)-2-oxoethyl)(isopropyl)amino)-2-oxoethyl)-N-(1-phenylethyl)-1H-indole-5-carboxamide C(C)(=O)C1=CN(C2=CC=C(C=C12)C(=O)NC(C)C1=CC=CC=C1)CC(=O)N(C(C)C)CC(=O)NCC1=C(C(=CC=C1)Cl)F